ClC=1C=C(C=CC1)N1C(N(C(C1)C#N)C1=CN=CC2=CC=C(C=C12)S(=O)(=O)C)=O 1-(3-chlorophenyl)-3-(6-(methylsulfonyl)isoquinolin-4-yl)-2-oxoimidazolidine-4-carbonitrile